C1CC12CCN(CC2)C2=C(C(=O)N)C=CC(=C2)NS(=O)(=O)[C@@H](CO)C 2-{6-azaspiro[2.5]oct-6-yl}-4-[(2R)-1-hydroxypropane-2-sulfonylamino]benzamide